CC=1OC2=C(N1)C=CC(=C2)C2=CC=C(CN(C(=O)C1CCCCC1)C=1C=C(C=CC1)/C=C/C(=O)OC)C=C2 methyl (E)-3-(3-(N-(4-(2-methylbenzo[d]oxazol-6-yl)benzyl)cyclohexanecarboxamido)phenyl)acrylate